ClC=1C(=C(\C=C/2\C(NC3=CC(=CC=C23)C(F)(F)F)=O)C=CC1)F (E)-3-(3-chloro-2-fluorobenzylidene)-6-(trifluoromethyl)indol-2-one